2,3,5,6-tetraiodo-1,4-benzoquinone IC=1C(C(=C(C(C1I)=O)I)I)=O